NC=1SC2=C(N1)CC1CCCC2N1C(C(F)(F)C=1C=C(C(=O)NC2=CC(=C(C=C2)F)C)C=CC1F)=O 3-(2-(2-amino-4,5,6,7,8,9-hexahydro-5,9-epiminocycloocta[d]thiazol-10-yl)-1,1-difluoro-2-oxoethyl)-4-fluoro-N-(4-fluoro-3-methylphenyl)benzamide